4-amino-N-((5S)-2-cyclopropyl-5,8-dihydro-6H-pyrano[3,4-b]pyridin-5-yl)-N,1-dimethyl-1H-pyrazolo[4,3-c]quinoline-8-carboxamide NC1=NC=2C=CC(=CC2C2=C1C=NN2C)C(=O)N(C)[C@@H]2COCC1=NC(=CC=C12)C1CC1